C1(CC1)C([C@@H](C(=O)NC1=NC(=C(C=C1)C=1C(=[N+](C=CC1C(F)(F)F)[O-])C)F)NC(=O)C=1N(N=CC1)C(C)C)C1CC1 N-[(1S)-1-(dicyclopropylmethyl)-2-[[6-fluoro-5-[2-methyl-1-oxido-4-(trifluoromethyl)pyridin-1-ium-3-yl]-2-pyridyl]amino]-2-oxo-ethyl]-2-isopropyl-pyrazole-3-carboxamide